(7-(Oxetan-3-yl)-5,6,7,8-tetrahydro-1,7-naphthyridin-2-yl)methanol O1CC(C1)N1CCC=2C=CC(=NC2C1)CO